(1-ethoxyvinyl)-N-methylbenzamide C(C)OC(=C)C1=C(C(=O)NC)C=CC=C1